C(C)(C)N1CC(C1)C1=C(C(=CC(=C1C#N)Cl)C(C)N1N=C(C=2C1=NC=NC2N)C)OC Isopropyl-3-{3-[1-(4-amino-3-methyl-1H-pyrazolo[3,4-d]pyrimidin-1-yl)ethyl]-5-chloro-6-cyano-2-methoxyphenyl}azetidine